1-allyl-1H-indole-4-carboxylic acid C(C=C)N1C=CC=2C(=CC=CC12)C(=O)O